N'-((2s,3s)-2-(benzyloxy)pentan-3-yl)formylhydrazinium oxalate C(C(=O)[O-])(=O)[O-].C(C1=CC=CC=C1)O[C@@H](C)[C@H](CC)C(=O)N[NH3+].C(C1=CC=CC=C1)O[C@@H](C)[C@H](CC)C(=O)N[NH3+]